COC1=NC=C(C=N1)C(=O)N 2-methoxy-pyrimidine-5-carboxamide